C1(CC1)C1=C(C=CC(=C1)OC)C=1N(C(C2=C(N1)SC1=C2C=CC=C1OCOC)=O)CC1=C(N=CO1)F 2-(2-cyclopropyl-4-methoxyphenyl)-3-((4-fluorooxazol-5-yl)methyl)-8-(methoxymethoxy)benzo[4,5]thieno[2,3-d]pyrimidin-4(3H)-one